O1CC(C1)N1CCC(CC1)CNC(OC(C)(C)C)=O tert-butyl ((1-(oxetan-3-yl)piperidin-4-yl)methyl)carbamate